2-chloro-6-(2-methyl-2H-1,2,3-triazol-4-yl)-4-(1-(2,2,2-trifluoroethyl)azetidine-3-yl)pyridine ClC1=NC(=CC(=C1)C1CN(C1)CC(F)(F)F)C1=NN(N=C1)C